FC(C=1C=CC(=C2N=CC=NC12)N1C[C@@H](C[C@@H](C1)C)N)F (3R,5S)-1-[8-(difluoromethyl)quinoxalin-5-yl]-5-methylpiperidin-3-amine